1-(3,8-dihydroxyheneicosanoyl)3-acetoxyglycerol OC(CC(=O)OCC(O)COOC(C)=O)CCCCC(CCCCCCCCCCCCC)O